P(=O)([O-])([O-])F.[Fe+2].[Na] Sodium ferrous fluorophosphate